C(#N)C1=CC(=C(C=N1)COC1=CC=CC(=N1)C1=CC(=C(CC2=NC3=C(N2C[C@H]2OCC2)C=C(C=C3)C(=O)O)C=C1F)F)F (S)-2-(4-(6-((6-cyano-4-fluoropyridin-3-yl)methoxy)pyridin-2-yl)-2,5-difluorobenzyl)-1-(oxetan-2-ylmethyl)-1H-benzo[d]imidazole-6-carboxylic acid